(1R,3S,5R)-5-((1H-pyrazol-1-yl)methyl)-N-(6-bromo-3-methylpyridin-2-yl)-2-azabicyclo[3.1.0]hexane-3-carboxamide TFA Salt OC(=O)C(F)(F)F.N1(N=CC=C1)C[C@]12C[C@H](N[C@@H]2C1)C(=O)NC1=NC(=CC=C1C)Br